2,3-dimethyl-4-pentenoic acid CC(C(=O)O)C(C=C)C